amino-5-bromo-N-ethyl-nicotinamide methyl-5-(methoxymethyl)quinoline-2-carboxylate COC(=O)C1=NC2=CC=CC(=C2C=C1)COC.NC1=C(C(=O)NCC)C=C(C=N1)Br